C1(=C(C=CC=C1)C(=O)N1CC2=C(CC1)SC=C2C2=NOC(=N2)C(F)(F)F)C o-tolyl(3-(5-(trifluoromethyl)-1,2,4-oxadiazol-3-yl)-6,7-dihydrothieno[3,2-c]pyridin-5(4H)-yl)methanone